4-chloro-3-hydroxy-6H-benzo[c]chromen-6-one ClC=1C(=CC=C2C3=C(C(OC12)=O)C=CC=C3)O